Phenyl (3,4-difluorophenyl)carbamate FC=1C=C(C=CC1F)NC(OC1=CC=CC=C1)=O